O1C2=C(C=C1)CCCCCC2 hexanofuran